N1C=CC2=COC=CN21 pyrazolo[5,1-c][1,4]Oxazine